N1(N=CN=C1)C[C@@]1(C[C@H](CO1)COC1=C(C=C(C=C1)N1CCN(CC1)C1=CC=C(C(=O)NC2=C(C=C(C=C2)C#N)F)C=C1)F)C1=C(C=C(C=C1)F)F 4-(4-(4-(((3R,5R)-5-((1H-1,2,4-triazol-1-yl)methyl)-5-(2,4-difluorophenyl)tetrahydrofuran-3-yl)methoxy)3-fluorophenyl)piperazin-1-yl)-N-(4-cyano-2-fluorophenyl)benzamide